4-trifluoromethyl-5-trifluoromethoxy-1,3-dioxole FC(C=1OCOC1OC(F)(F)F)(F)F